N2-(4-Methoxy-benzyl)-1,2-propandiamin COC1=CC=C(CNC(CN)C)C=C1